(±)-trans-2-(6-((1-((4-chloro-1H-indol-2-yl)methyl)-3,7-dimethyl-2,6-dioxo-2,3,6,7-tetrahydro-1H-purin-8-yl)amino)pyridin-2-yl)cyclopropanecarboxamide ClC1=C2C=C(NC2=CC=C1)CN1C(N(C=2N=C(N(C2C1=O)C)NC1=CC=CC(=N1)[C@H]1[C@@H](C1)C(=O)N)C)=O |r|